C1(=CC=CC=C1)S(=O)(=O)N1C(=NC=C1)C1=CC=C(C=C1)C 1-(phenylsulfonyl)-2-(p-tolyl)-1H-imidazol